3-[[4-[1-(benzyloxymethyl)-2-(methylamino)ethoxy]-6-(2,6-dimethylphenyl)pyrimidin-2-yl]sulfamoyl]benzoic acid C(C1=CC=CC=C1)OCC(CNC)OC1=NC(=NC(=C1)C1=C(C=CC=C1C)C)NS(=O)(=O)C=1C=C(C(=O)O)C=CC1